CN(C1=C(C=CC(=C1)NC)CC(=O)O)C 2-[2-(dimethylamino)-4-(methylamino)phenyl]acetic acid